(methylthio)phenyl-boronic acid CSC1=C(C=CC=C1)B(O)O